CCCCC/C=C\CCCCCCCC(=O)O[C@H](COC(=O)CC/C=C\C/C=C\C/C=C\C/C=C\C/C=C\C/C=C\CC)COP(=O)(O)OC[C@H](CO)O 1-(4Z,7Z,10Z,13Z,16Z,19Z-docosahexaenoyl)-2-(9Z-pentadecenoyl)-glycero-3-phospho-(1'-sn-glycerol)